((((3s,5s,7s)-adamantan-1-yl) amino) methyl) benzoate C(C1=CC=CC=C1)(=O)OCNC12CC3CC(CC(C1)C3)C2